N-(3-sulfamoylphenyl)-5,6,7,8-tetrahydro-5,8-methanoquinoline-3-carboxamide S(N)(=O)(=O)C=1C=C(C=CC1)NC(=O)C=1C=NC=2C3CCC(C2C1)C3